2,2,2-trifluoro-N-(2-nitro-4-trifluoromethylphenyl)acetamide FC(C(=O)NC1=C(C=C(C=C1)C(F)(F)F)[N+](=O)[O-])(F)F